NC1=C(C=C(C=C1)N1CCC(CC1)CC1(CCN(CC1)C(=O)OCC1=CC=CC=C1)C(=O)OC(C)(C)C)NC O1-benzyl O4-tert-butyl 4-[[1-[4-amino-3-(methylamino)phenyl]-4-piperidyl]methyl]piperidine-1,4-dicarboxylate